CN1C(N=CC=C1N1CCOCC1)=O 1-methyl-6-morpholinopyrimidin-2(1H)-one